CC=1C=NC(=NC1)N1CCNCC1 4-(5-Methylpyrimidin-2-yl)piperazine